C=12C(=CC=C3N=CC4=C(N=CC31)C=CC=C4)C2 methanodibenzo[b,f][1,5]diazocine